CS(=O)(=O)C1CCC(CC1)N (1r,4r)-4-(methylsulfonyl)cyclohexane-1-amine